6-((2-((5S)-1,7-diazaspiro[4.5]decan-7-yl)-1H-benzimidazol-1-yl)methyl)-3-pyridinecarbonitrile N1CCC[C@]12CN(CCC2)C2=NC1=C(N2CC2=CC=C(C=N2)C#N)C=CC=C1